FC=1C(=CC=C2C(N3N(C12)COCC3)=O)NC3=NC=C(C(=C3)N[C@H](CO)C3=CC=CC=C3)C=3OC=NN3 (S)-10-fluoro-9-((4-((2-hydroxy-1-phenylethyl)amino)-5-(1,3,4-oxadiazol-2-yl)pyridin-2-yl)amino)-3,4-dihydro-1H,6H-[1,3,4]oxadiazino[3,4-a]indazol-6-one